(11Z,14Z)-icosa-11,14-dien-1-yloxy-N,N-dimethylprop-an-2-amine C(CCCCCCCCC\C=C/C\C=C/CCCCC)OCC(C)N(C)C